3-fluoro-5-[(5-fluoro-7-trifluoromethanesulfonyl-1H-indazol-4-yl)oxy]Benzonitrile FC=1C=C(C#N)C=C(C1)OC1=C2C=NNC2=C(C=C1F)S(=O)(=O)C(F)(F)F